2-methoxy-4-(4-methylpiperazine-1-yl)aniline COC1=C(N)C=CC(=C1)N1CCN(CC1)C